C1(=CC=CC=C1)S(=O)(=O)[O-] benzenesulphonate